racemic-tert-butyl 3-[3-chloro-5-(1-chloroethyl)-6-ethoxy-2-fluorophenyl]azetidine-1-carboxylate ClC=1C(=C(C(=C(C1)[C@@H](C)Cl)OCC)C1CN(C1)C(=O)OC(C)(C)C)F |r|